bis[3-((2-hydroxypropyl) thio)-2-hydroxypropyl] thioether OC(CSCC(CSCC(CSCC(C)O)O)O)C